methyl-2-(1-methyl-1H-imidazol-2-yl)-6-(1-methyl-1H-pyrazol-3-yl)pyrrolo[2,1-f][1,2,4]triazin-4-ol CC=1C(=CN2N=C(N=C(C21)O)C=2N(C=CN2)C)C2=NN(C=C2)C